benzo[d][1,3]dioxolane-5-carboxamide O1COC2=C1C=CC(=C2)C(=O)N